4,4'-Bis-[2-(1-propenyl)phenoxy]benzophenon C(=CC)C1=C(OC2=CC=C(C(=O)C3=CC=C(C=C3)OC3=C(C=CC=C3)C=CC)C=C2)C=CC=C1